CN(CCN(C1=C(C=C(C=C1)NC1=NC=C(C(=N1)C1=CNC2=CC=CC=C12)F)NC(C)=O)C)C N-(2-((2-(dimethylamino)ethyl)(methyl)amino)-5-((5-fluoro-4-(1H-indol-3-yl)pyrimidin-2-yl)amino)phenyl)acetamide